(S)-2-(8-chloro-2,4-dioxo-1,4-dihydroquinazolin-3(2H)-yl)-N-(1-(2,4-difluorophenyl)ethyl)acetamide ClC=1C=CC=C2C(N(C(NC12)=O)CC(=O)N[C@@H](C)C1=C(C=C(C=C1)F)F)=O